C1(CCCC1)N1C(N(C=C(C1=O)C(=O)NC1=CC(=C(C=C1)OC1=C2C(=NC=C1)NN=C2N[C@@H](CO)C)F)C(C)C)=O (R)-3-cyclopentyl-N-(3-fluoro-4-((3-((1-hydroxypropan-2-yl)amino)-1H-pyrazolo[3,4-b]pyridin-4-yl)oxy)phenyl)-1-isopropyl-2,4-dioxo-1,2,3,4-tetrahydropyrimidine-5-carboxamide